4-(5-nitro-1H-pyrrolo[2,3-b]pyridin-2-yl)morpholine [N+](=O)([O-])C=1C=C2C(=NC1)NC(=C2)N2CCOCC2